5,5'''-bis-(aminoethyl)-2,2':5',2'':5'',2'''-quaterthiophene NCCC1=CC=C(S1)C=1SC(=CC1)C=1SC(=CC1)C=1SC(=CC1)CCN